3-ethynyl-6-(4-fluoro-1-methylpiperidin-4-yl)-7-methoxyimidazo[1,2-a]pyridine C(#C)C1=CN=C2N1C=C(C(=C2)OC)C2(CCN(CC2)C)F